2-benzyl-6-chloro-1,2,3,4-tetrahydro-2,7-naphthyridine C(C1=CC=CC=C1)N1CC2=CN=C(C=C2CC1)Cl